C(CCC=1C(=C(C(=O)[O-])C=C(C1)F)NC(=O)C=1N=NC(=CC1)N1C=NC=C1)C=1C(=C(C(=O)[O-])C=C(C1)F)NC(=O)C=1N=NC(=CC1)N1C=NC=C1 (propane-1,3-diyl)bis(2-(6-(1H-imidazol-1-yl) pyridazine-3-carboxamido)-5-fluorobenzoate)